N-(2-Hydroxy-2-methylpropyl)-1-methyl-1H-pyrazol-4-amidine 3,3,3-trifluoropropanoate FC(CC(=O)O)(F)F.OC(CNC(=N)C=1C=NN(C1)C)(C)C